C1(ON=C2N1C1=CC=CC=C1N=C2)=O 1H-[1,2,4]oxadiazolo[4,3-a]quinoxalin-1-One